NOC1CCN(CC1)C(=O)OC(C)(C)C tert-butyl 4-aminooxypiperidine-1-carboxylate